3β-hydroxy-5-cholestene-7-one-d7 O[C@@H]1CC2=CC([C@H]3[C@@H]4CC[C@H]([C@@H](CCCC(C([2H])([2H])[2H])(C([2H])([2H])[2H])[2H])C)[C@]4(CC[C@@H]3[C@]2(CC1)C)C)=O